C(CCC)C1(CS(C2=C(N(C1)C1=CC=CC=C1)C=C(C(=C2)CO)SC)(=O)=O)CCCC 3,3-Dibutyl-8-(hydroxymethyl)-7-(methylsulfanyl)-5-phenyl-2,3,4,5-tetrahydro-1,5-benzothiazepine 1,1-dioxide